N6-(2-amino-2-cyclohexyl-ethyl)-1-methyl-N4-[4-(trifluoromethyl)phenyl]pyrazolo[3,4-d]pyrimidine-4,6-diamine NC(CNC1=NC(=C2C(=N1)N(N=C2)C)NC2=CC=C(C=C2)C(F)(F)F)C2CCCCC2